FC(C(=O)O)(F)F.ClC=1C=CC(=C(C1)N1CCC(CC1)OC=1N=NNC1C(=O)O)OC(F)(F)F 4-((1-(5-chloro-2-(trifluoromethoxy)phenyl)piperidin-4-yl)oxy)-1H-1,2,3-triazole-5-carboxylic acid 2,2,2-trifluoroacetate